BrC=1C(=C(C=C(C1)N1CC(OCC1)(C)C)N1C(N(C=C1)CC=1C=NN(C1)CC)=O)F 1-[3-bromo-5-(2,2-dimethylmorpholin-4-yl)-2-fluorophenyl]-3-[(1-ethyl-1H-pyrazol-4-yl)methyl]-1,3-dihydro-2H-imidazol-2-one